1-(2-Piperazin-1-ylethyl)-5-({2-[6-(2,2,2-trifluoroethyl)quinazolin-4-yl]-2,7-diazaspiro[3.5]non-7-yl}methyl)-17Z-indole-2-carbonitrile N1(CCNCC1)CCN1C(=CC2=CC(=CC=C12)CN1CCC2(CN(C2)C2=NC=NC3=CC=C(C=C23)CC(F)(F)F)CC1)C#N